C(C)OC1=NOC=C1C(=O)N 3-ethoxyisoxazole-4-carboxamide